COC1=C2C(=CNC2=CC(=C1)C)C(C(=O)Cl)=O 2-(4-methoxy-6-methyl-1H-indol-3-yl)-2-oxoacetyl chloride